methyl 3-amino-5-methoxy-6-(3-methylimidazo[4,5-c]pyridin-7-yl)pyrazine-2-carboxylate NC=1C(=NC(=C(N1)OC)C=1C2=C(C=NC1)N(C=N2)C)C(=O)OC